trans-2-Hexendioic Acid C(\C=C\CCC(=O)O)(=O)O